CC1=C(C=C(C=C1)C1(CCC1)C(=O)N)C1=NC=CC=C1 (4-methyl-3-pyridin-2-ylphenyl)cyclobutane-1-carboxamide